C(#N)CC(=O)N(C(O)=O)CC.P[2H] phosphine-d N-cyanoacetyl-ethyl-carbamate